2-(6-nitro-2H-indazol-2-yl)ethanol [N+](=O)([O-])C=1C=CC2=CN(N=C2C1)CCO